2-(hydroxymethyl)-1-(2-methoxyethyl)-1H-imidazo[1,2-b]Pyrazole-6-carboxylic acid methyl ester COC(=O)C=1C=C2N(N1)C=C(N2CCOC)CO